CN1N=CN=C1C1=CC=C(C=C1)C=1NN=C2N=CC(=CC21)C=2C=CC1=C(CC[C@H](CC1)N1C3COCC1C3)C2 6-[(7S)-2-{3-[4-(1-Methyl-1H-1,2,4-triazol-5-yl)phenyl]-2H-pyrazolo[3,4-b]pyridin-5-yl}-6,7,8,9-tetrahydro-5H-benzo[7]annulen-7-yl]-3-oxa-6-azabicyclo[3.1.1]heptane